(2R)-N-[(1S)-2-hydroxy-1-(3-methoxyphenyl)ethyl]-2-(6-{2-[(1-methyl-1H-pyrazol-5-yl)amino]pyrimidin-4-yl}-1-oxo-2,3-dihydro-1H-isoindol-2-yl)propanamide OC[C@H](C1=CC(=CC=C1)OC)NC([C@@H](C)N1C(C2=CC(=CC=C2C1)C1=NC(=NC=C1)NC1=CC=NN1C)=O)=O